N-(6-methoxy-1-methyl-1H-indazol-7-yl)-6-(1-methyl-5-(trifluoromethyl)-1H-pyrazol-3-yl)pyridine-3-sulfonamide COC1=CC=C2C=NN(C2=C1NS(=O)(=O)C=1C=NC(=CC1)C1=NN(C(=C1)C(F)(F)F)C)C